8-(dimethylamino)-2-methyl-6-(trifluoromethyl)quinazoline-4-thiol CN(C=1C=C(C=C2C(=NC(=NC12)C)S)C(F)(F)F)C